ClCCCCCCNS(=O)(=O)C1=CC=C(C=C1)OC N-(6-chlorohexyl)-4-methoxybenzenesulfonamide